2-(5-ethyl-3-fluoro-2-methoxyphenyl)-2-((R)-3-(methyl(5-(5,6,7,8-tetrahydro-1,8-naphthyridin-2-yl)pentyl)amino)pyrrolidin-1-yl)acetic acid C(C)C=1C=C(C(=C(C1)C(C(=O)O)N1C[C@@H](CC1)N(CCCCCC1=NC=2NCCCC2C=C1)C)OC)F